C(C)(C)(C)OC([C@H](CCC(=O)NCCCC[C@@H](C(=O)O)NC(=O)OCC1C2=CC=CC=C2C=2C=CC=CC12)NC(CCCCCCCCCCCCCCC)=O)=O (2S)-6-[[(4S)-5-tert-butoxy-4-(hexadecanoylamino)-5-oxo-pentanoyl]amino]-2-(9H-9-fluorenylmethoxycarbonyl-amino)hexanoic acid